6-methyl-heptanedione CC(CCC(C(C)=O)=O)C